n-butanesulfonamide C(CCC)S(=O)(=O)N